[Na+].FC1=CC=C(C=C1)S(=O)[O-] 4-fluorobenzenesulfinic acid sodium salt